1,2,3,4-tetrahydroisoquinolin-5-ol C1NCCC=2C(=CC=CC12)O